2-{4,6,10-trioxa-12-azatricyclo[7.3.0.03,7]dodeca-1(9),2,7,11-tetraen-11-yl}benzonitrile C1=2C=C3OCOC3=CC2OC(=N1)C1=C(C#N)C=CC=C1